C(\C=C(/C)\CCC=C(C)C)C=1C(=C(C(=O)O)C=CC1O)O 3-Geranyl-2,4-dihydroxybenzoic acid